C(C)[N+]1(C(CCC2CCCCC12)C)CC N,N-diethyl-2-methyldecahydroquinolinium